ClC1=CC=CC(=C1C1=CC=C(C=C1)C1=CC=CC=C1)C1=CC2=C(C3=C(O2)C=CC=C3C3=CC=CC=C3)C=C1 7-(6-chloro-[1,1':4',1''-terphenyl]-2-yl)-1-phenyldibenzo[b,d]furan